2,2-difluoro-2-(1-naphthyl)ethane-1-amine FC(CN)(C1=CC=CC2=CC=CC=C12)F